BrC1=NN(C(=C1)C(=O)NC1=C(C(=O)N(NC(=O)OC)CC)C=C(C=C1C)C#N)C1=NC=CC=C1Cl Methyl 2-[2-({[3-bromo-1-(3-chloropyridin-2-yl)-1H-pyrazol-5-yl]carbonyl}amino)-5-cyano-3-methylbenzoyl]-2-ethylhydrazinecarboxylate